1-(4-((1R,2R)-6-hydroxy-2-(1-methyl-1H-pyrazol-5-yl)-1,2,3,4-tetrahydronaphthalen-1-yl)phenyl)piperidine-4-carbaldehyde OC=1C=C2CC[C@H]([C@@H](C2=CC1)C1=CC=C(C=C1)N1CCC(CC1)C=O)C1=CC=NN1C